C(C=C)(=O)OC=CC=CCC hexadienyl acrylate